IC=1C(N(N(C1)COCC[Si](C)(C)C)C)=O 4-iodo-2-methyl-1-{[2-(trimethylsilyl)ethoxy]methyl}pyrazol-3-one